3-Methyl-6-(2-oxoindol-5-yl)-3,4-dihydropyridine-1(2H)-carboxylic acid tert-butyl ester C(C)(C)(C)OC(=O)N1CC(CC=C1C1=CC2=CC(N=C2C=C1)=O)C